CCCCCCCCCCCCCCCCCC(=O)OC1C(C(OC(C1OC(=O)CCCCCCCCCCCCCCC)OC2C(C(C(C(O2)CO)O)O)OS(=O)(=O)[O-])CO)O The molecule is an organosulfate oxoanion that is the conjugate base of 2-palmitoyl-3-stearoyl-2'-sulfo-alpha,alpha-trehalose arising from deprotonation of the sulfate OH group; major species at pH 7.3. It has a role as a bacterial metabolite. It is a conjugate base of a 2-palmitoyl-3-stearoyl-2'-sulfo-alpha,alpha-trehalose.